ClC1=CC=C(C=N1)[C@@H](CCO)NC(OC(C)(C)C)=O tert-butyl (R)-(1-(6-chloropyridin-3-yl)-3-hydroxypropyl)carbamate